ClC=1C=CC(=C(C1)C1=CC=C(C=C1)C[C@@H]1C[C@@](C(N1C(=O)OC(C)(C)C)=O)(C)COCC)F (3S,5R)-tert-Butyl 5-((5'-chloro-2'-fluoro-[1,1'-biphenyl]-4-yl)methyl)-3-(ethoxymethyl)-3-methyl-2-oxopyrrolidine-1-carboxylate